NC1=C(C(=NC(=C1)C)N(CC1=C(C=C(C=C1)OC)OC)CC1=C(C=C(C=C1)OC)OC)NC(CCCC)=O N-[4-amino-2-[bis[(2,4-dimethoxyphenyl)methyl]amino]-6-methyl-3-pyridyl]pentanamide